BrC=1C=C(C=CC1C)C=1NC(C=2N(C1)N=C(C2)C(=O)OCC)=O Ethyl 6-(3-bromo-4-methylphenyl)-4-oxo-4,5-dihydropyrazolo[1,5-a]pyrazine-2-carboxylate